dipropyl-1,4-naphthalenedicarboxylic acid C(CC)C=1C(=C(C2=CC=CC=C2C1C(=O)O)C(=O)O)CCC